3-chloro-7-((2R,4R)-2-(1-cyclopropyl-1H-pyrazol-4-yl)tetrahydro-2H-pyran-4-yl)-9-(2,4-difluorophenyl)-2-methyl-4H-pyrazino[1,2-a]pyrimidin-4-one ClC1=C(N=C2N(C1=O)C=C(N=C2C2=C(C=C(C=C2)F)F)[C@H]2C[C@@H](OCC2)C=2C=NN(C2)C2CC2)C